C(N)(=N)C=1C=C(SC1)CNC(=O)[C@H]1N([C@H]2C[C@]2(C1)C)C(CNC(C1=CC=C(C=C1)OC1=NC=CC=C1)=O)=O (1S,3S,5S)-N-((4-carbamimidoylthiophen-2-yl)methyl)-5-methyl-2-((4-(pyridin-2-yloxy)benzoyl)glycyl)-2-azabicyclo[3.1.0]hexane-3-carboxamide